N-((3R,5R)-1-(6-Bromo-1-methyl-5-nitro-1H-benzo[d]imidazol-2-yl)-5-fluoropiperidin-3-yl)-5-(trifluoromethyl)pyrimidin-2-amine BrC=1C(=CC2=C(N(C(=N2)N2C[C@@H](C[C@H](C2)F)NC2=NC=C(C=N2)C(F)(F)F)C)C1)[N+](=O)[O-]